((1S,2R)-2-(5-chlorofuro[3,2-b]pyridin-2-yl)cyclohexyl)isoindoline-1,3-dione ClC1=CC=C2C(=N1)C=C(O2)[C@H]2[C@H](CCCC2)N2C(C1=CC=CC=C1C2=O)=O